The molecule is a monocarboxylic acid that is (2S)-2-ethoxy-3-(p-ethoxyphenyl)propanoic acid in which one of the methyl hydrogens of the p-ethoxy substituent has been replaced by the nitrogen of 2-methyl-5-[4-(methylthio)phenyl]-1H-pyrrole. An agonist at the subtypes alpha and gamma of the peroxisome proliferator-activated receptor (PPAR) with predominant PPARalpha activity, it is used in the treatment of type 2 diabetes. It has a role as a PPARgamma agonist, a hypoglycemic agent and a PPARalpha agonist. It is a member of pyrroles, a monocarboxylic acid, a methyl sulfide and an aromatic ether. CCO[C@@H](CC1=CC=C(C=C1)OCCN2C(=CC=C2C3=CC=C(C=C3)SC)C)C(=O)O